BrC1=NN(C2=C1N=C(N=C2)C=2C(=NC=NC2OC([2H])([2H])[2H])C2CC2)COCC[Si](C)(C)C 3-bromo-5-(4-cyclopropyl-6-(methoxy-d3)pyrimidin-5-yl)-1-((2-(trimethylsilyl)ethoxy)methyl)-1H-pyrazolo[4,3-d]pyrimidine